8-methoxy-4-[1-(1H-pyrazol-3-ylmethyl)-1H-1,2,3-triazol-4-yl]quinazolin-2-amine COC=1C=CC=C2C(=NC(=NC12)N)C=1N=NN(C1)CC1=NNC=C1